C1(CC1)OCCOC=1C=C2C(=NC(=NC2=CC1OC)C)NC(C)C1=NC=CC(=C1)C(F)(F)F 6-(2-Cyclopropoxyethyloxy)-7-methoxy-2-methyl-N-(1-(4-(trifluoromethyl)pyridin-2-yl)ethyl)quinazolin-4-amine